3-(5-(8-fluoro-2-methylquinolin-7-yl)-3-hydroxypicolinamido)-2,2-dimethylpropanoic acid FC=1C(=CC=C2C=CC(=NC12)C)C=1C=C(C(=NC1)C(=O)NCC(C(=O)O)(C)C)O